1-cyclobutyl-N-((2-((4-(5-morpholinopyridine-3-yl)-1H-1,2,3-triazol-1-yl)methyl)imidazo[1,2-a]pyridin-6-yl)methyl)methylamine C1(CCC1)CNCC=1C=CC=2N(C1)C=C(N2)CN2N=NC(=C2)C=2C=NC=C(C2)N2CCOCC2